C1(=CC=CC=C1)C1=NC=CC(=C1)C1=CC=C(C=C1)C=C 2-phenyl-4-(4-vinylphenyl)pyridine